BrC1=CC(=C(O[C@@H](C)C=2N=NNN2)C=C1)F 5-[(1S)-1-(4-bromo-2-fluorophenoxy)ethyl]-2H-tetrazole